([1,4'-bipiperidin]-1'-ylmethyl)-N-(4-(p-tolylamino)phenyl)benzamide N1(CCCCC1)C1CCN(CC1)CC1=C(C(=O)NC2=CC=C(C=C2)NC2=CC=C(C=C2)C)C=CC=C1